COC=1C=C2C=C(C=NC2=C(C1)C1=CCC(CC1)C(F)(F)F)C(=O)NCCCNS(=O)(=O)C 6-methoxy-N-(3-(methylsulfonamido)propyl)-8-(4-(trifluoromethyl)cyclohex-1-en-1-yl)quinoline-3-carboxamide